(E)-1-(2-hydroxy-3-methoxy-5-((E)-4-methoxystyryl)phenyl)-3-phenylprop-2-en-1-one OC1=C(C=C(C=C1OC)\C=C\C1=CC=C(C=C1)OC)C(\C=C\C1=CC=CC=C1)=O